N1N=CC(=C1)C1=CC=C(C=C1)N1C(N=CC(=C1)OC)C1=CC=C2C=C(NC2=C1)C=1SC=CN1 N-(4-(1H-pyrazol-4-yl)phenyl)-5-methoxy-2-(2-(thiazol-2-yl)-1H-indol-6-yl)pyrimidin